iso-Butyl-3-methyl-2-oxo-6-(pyridin-3-yl)-2,3-dihydro-1H-benzo[d]imidazole-1-carboxamide C(C(C)C)C1=CC(=CC=2N(C(N(C21)C)=O)C(=O)N)C=2C=NC=CC2